N1=CC=C2N1C=C(C=N2)C#N Pyrazolo[1,5-a]Pyrimidine-6-carbonitrile